C(C)(=O)N1[C@H]([C@@H]([C@H](C2=NC(=CC=C12)OC)NC(OCC1=CC=CC=C1)=O)C)C1CC1 |r| rac-benzyl ((2S,3R,4R)-1-acetyl-2-cyclopropyl-6-methoxy-3-methyl-1,2,3,4-tetrahydro-1,5-naphthyridin-4-yl)carbamate